4-[5-(4-fluorophenyl)-6-tetrahydropyran-4-yl-1H-pyrrolo[2,3-f]indazol-7-yl]benzoic acid FC1=CC=C(C=C1)N1C(=C(C2=C1C=C1C=NNC1=C2)C2=CC=C(C(=O)O)C=C2)C2CCOCC2